tri(2-furyl)phosphine O1C(=CC=C1)P(C=1OC=CC1)C=1OC=CC1